1-(5-((5-cyano-4-(3-fluorophenyl)thiazol-2-yl)carbamoyl)pyridin-2-yl)piperidine-4-carboxylic acid C(#N)C1=C(N=C(S1)NC(=O)C=1C=CC(=NC1)N1CCC(CC1)C(=O)O)C1=CC(=CC=C1)F